C(C)OC(/C(=C/C1=NC(=CC=C1)C)/F)=O (Z)-2-fluoro-3-(6-methylpyridin-2-yl)acrylic acid ethyl ester